C(C)(C)C1=C(NC2=CC=C(C=C12)C1CCN(CC1)C1CCOCC1)C=1C=CC=2N(C1)N=NC2 6-(3-isopropyl-5-(1-(tetrahydro-2H-pyran-4-yl)piperidin-4-yl)-1H-indol-2-yl)-[1,2,3]triazolo[1,5-a]pyridine